[O].[Mg].[Zn].[Mn].[Co].C(C(C)C)C1C(N(CC1)CC(C)C)(CC(C)C)CC(C)C tetraisobutyl-pyrrolidine cobalt-manganese-zinc-magnesium oxygen